ClC1=C(C(=CC=C1Cl)C(F)(F)F)CS(=O)(=O)NC1=C(N=CS1)C(=O)O 5-({[2,3-dichloro-6-(trifluoromethyl)phenyl]methyl}sulfonamido)-1,3-thiazole-4-carboxylic acid